NC=1C=C(C=CC1)C1=CC=C2C(=NC(=NC2=C1)Cl)N1[C@@H](CCC1)CO (S)-(1-(7-(3-aminophenyl)-2-chloroquinazolin-4-yl)pyrrolidin-2-yl)methanol